hexahydro-spiro[cyclopropane-1,2'-pyrrolizine] C1C2(CN3CCCC13)CC2